3-((2-(cyclooctylamino)-3,5,6-trifluoro-4-sulfamoylphenyl)sulfonyl)propionic acid C1(CCCCCCC1)NC1=C(C(=C(C(=C1F)S(N)(=O)=O)F)F)S(=O)(=O)CCC(=O)O